BrCCCOC1OCCCC1 2-(3-bromopropoxy)tetrahydro-2h-pyran